NC=1SC(=NN1)CC 2-amino-5-ethyl-1,3,4-thiadiazole